N=1N=CN2C1C=CC(=C2)N [1,2,4]triazolo[4,3-a]pyridine-6-amine